4-[3-(3,5-dimethylpyrazol-1-yl)-6-oxopyridazin-1-yl]-N-(2-phenylethyl)piperidine-1-carboxamide CC1=NN(C(=C1)C)C1=NN(C(C=C1)=O)C1CCN(CC1)C(=O)NCCC1=CC=CC=C1